3,5-di(9H-carbazole-9-yl)-N,N-bis(4-methoxyphenyl)aniline C1=CC=CC=2C3=CC=CC=C3N(C12)C=1C=C(N(C2=CC=C(C=C2)OC)C2=CC=C(C=C2)OC)C=C(C1)N1C2=CC=CC=C2C=2C=CC=CC12